tert-butyl ((2R,4S,5R)-5-fluoro-2-((S)-1-(4-fluorophenyl)-1,2,3,4-tetrahydroisoquinoline-2-carbonyl)tetrahydro-2H-pyran-4-yl)carbamate F[C@@H]1[C@H](C[C@@H](OC1)C(=O)N1[C@H](C2=CC=CC=C2CC1)C1=CC=C(C=C1)F)NC(OC(C)(C)C)=O